CNC1=NC(=NC(=C1)N1CC(N(CC1)C)C1=CC=CC=C1)N N4-methyl-6-(4-methyl-3-phenylpiperazin-1-yl)pyrimidine-2,4-diamine